FC=1C=2N(C=CC1OC1=NC=C(C=C1OCC(F)(F)F)F)N=C(C2)C(=O)O 4-fluoro-5-((5-fluoro-3-(2,2,2-trifluoroethoxy)pyridin-2-yl)oxy)pyrazolo[1,5-a]pyridine-2-carboxylic acid